FC=1C=C(C=C(C1)F)C1=NOC2(C1CC=C2)C(=O)[O-] 3-(3,5-difluoro-phenyl)-3a,4-dihydrocyclopenta[d]isoxazole-6a-carboxylate